ClC1=C2C(=NN(C2=CC=C1)S(=O)(=O)C1=CC=C(C=C1)C(C)(F)F)N1CC2(C(C2)(F)F)C1 4-chloro-3-(2,2-difluoro-5-azaspiro[2.3]hexan-5-yl)-1-[4-(1,1-difluoroethyl)phenyl]sulfonyl-indazole